(S)-1-(((7-Fluoro-2-(4'-fluoro-2'-(4-methyl-4H-1,2,4-triazol-3-yl)-[1,1'-biphenyl]-3-yl)benzo[d]oxazol-5-yl)methyl)amino)propan-2-ol FC1=CC(=CC=2N=C(OC21)C=2C=C(C=CC2)C2=C(C=C(C=C2)F)C2=NN=CN2C)CNC[C@H](C)O